O=C(CCCC1=NNC(C2=CC=CC=C12)=O)N1CC2N(C(C1)C2)C2=NC=C(C=N2)C(F)(F)F 4-(4-oxo-4-(6-(5-(trifluoromethyl)pyrimidin-2-yl)-3,6-diazabicyclo[3.1.1]heptan-3-yl)butyl)phthalazin-1(2H)-one